C(C)(C)(C)NS(=O)(=O)C=1C=C(C=CC1)NC(C1=C(C=C(C=C1)NC(CO[Si](C)(C)C(C)(C)C)(C)C)N1CCC2(CC2)CC1)=O N-(3-(N-(tert-butyl)sulfamoyl)phenyl)-4-((1-((tert-butyldimethylsilyl)oxy)-2-methylpropan-2-yl)amino)-2-(6-azaspiro[2.5]octan-6-yl)benzamide